CN1N=C(C=C(C1=O)N1CCOCC1)N1N=CC2=CC=C(C=C12)C1(CC1)C#N 1-[1-(1-methyl-5-morpholino-6-oxo-pyridazin-3-yl)indazol-6-yl]cyclopropanecarbonitrile